5-((1R,3R)-2-(bicyclo[1.1.1]pentan-1-yl)-3-methyl-2,3,4,9-tetrahydro-1H-pyrido[3,4-b]indol-1-yl)-N-(2-(3-(fluoromethyl)pyrrolidin-1-yl)ethyl)pyridin-2-amine C12(CC(C1)C2)N2[C@@H](C=1NC3=CC=CC=C3C1C[C@H]2C)C=2C=CC(=NC2)NCCN2CC(CC2)CF